trans-N-(6-bromo-8-chloro-3-isoquinolinyl)-2-cyano-cyclopropanecarboxamide BrC=1C=C2C=C(N=CC2=C(C1)Cl)NC(=O)[C@H]1[C@@H](C1)C#N